(R)-methyl (5-((2-amino-2,4-dimethylpentyl)oxy)-6-methyl-[2,4'-bipyridin]-2'-yl)carbamate N[C@@](COC=1C=CC(=NC1C)C1=CC(=NC=C1)NC(OC)=O)(CC(C)C)C